3-(2-aminoethoxy)propan-1-ol NCCOCCCO